OC1[C@@H](O)[C@H](O)[C@H](O1)[C@@H](O)CO L-Galactofuranose